1,3-Butanediol tert-butyl-(2-(5-((4-chlorobenzyl)carbamoyl)-1-(2-chloroethyl)-6-oxo-1,6-dihydropyridine-2-carboxamido)ethyl)carbamate C(C)(C)(C)N(C(O)=O)CCNC(=O)C=1N(C(C(=CC1)C(NCC1=CC=C(C=C1)Cl)=O)=O)CCCl.C(CC(C)O)O